N-[6-(2,2-difluoroethoxy)-5-fluoro-2-methoxy-3-pyridinyl]-8-methyl-5,6,7,8-tetrahydroimidazo[1,2-a]pyridine-3-sulfonamide FC(COC1=C(C=C(C(=N1)OC)NS(=O)(=O)C1=CN=C2N1CCCC2C)F)F